1-{3-cyclobutylimidazo[1,5-a]pyrazin-1-yl}-7-(difluoromethyl)-3,4-dihydro-2H-quinoline C1(CCC1)C1=NC(=C2N1C=CN=C2)N2CCCC1=CC=C(C=C21)C(F)F